FC1=CC(=C(C=C1)C=1C=C2C(=NC1)NC(N2)=O)OC 6-(4-fluoro-2-methoxy-phenyl)-2-oxo-3H-imidazo[4,5-b]Pyridine